thiophen-3-yl(4-(((2S,3R,4R,5S)-3,4,5-trihydroxy-2-(hydroxymethyl)piperidin-1-yl)methyl)piperidin-1-yl)methanone S1C=C(C=C1)C(=O)N1CCC(CC1)CN1[C@H]([C@H]([C@@H]([C@H](C1)O)O)O)CO